3-(3-(4-octylphenethyl)-1,2,4-oxadiazol-5-yl)propan-1-amine hydrochloride Cl.C(CCCCCCC)C1=CC=C(CCC2=NOC(=N2)CCCN)C=C1